N1=C(C=CC=C1)CS(=O)(=O)O.CN1C(N(C2=C1C=CC(=C2)[N+](=O)[O-])C[C@H]2NC(OC2)=O)=O (4R)-4-[(3-methyl-6-nitro-2-oxo-benzimidazol-1-yl)methyl]oxazolidin-2-one 2-pyridyl-methanesulfonate